Cl.NCC(CCC(=O)O)=O δ-aminolevulinic acid hydrochloride